((1s,3s)-3-((5-([1,2,4]triazolo[1,5-a]pyridin-6-yl)-4-methoxy-7H-pyrrolo[2,3-d]pyrimidin-2-yl)amino)-1-methylcyclobutyl)(pyrrolidin-1-yl)methanone N=1C=NN2C1C=CC(=C2)C2=CNC=1N=C(N=C(C12)OC)NC1CC(C1)(C)C(=O)N1CCCC1